methyl 6-(6-azaspiro[2.5]octan-6-yl)pyrido[3,2-e]pyrrolo[1,2-a]pyrazine-3-carboxylate C1CC12CCN(CC2)C=2C=1N(C3=C(N2)C=C(C=N3)C(=O)OC)C=CC1